1-(1(R,S)-ethyl-3,4-dimethylcyclohex-3-enyl)ethanol C(C)[C@@]1(CC(=C(CC1)C)C)C(C)O |r|